2-[(1R,5S,6S)-3-azabicyclo[3.1.0]hex-6-yl]-N-[(3-fluoropyridin-2-yl)methyl]-1,3-thiazole-4-carboxamide [C@H]12CNC[C@@H]2C1C=1SC=C(N1)C(=O)NCC1=NC=CC=C1F